NC=1SC2=C(N1)C(=CC=C2F)C2=C(C=C1C(=NC(=NC1=C2F)OCC21CCCN1C[C@@H](C2)F)N2CCOCC(C2)O)Cl 4-(7-(2-amino-7-fluoro-benzo[d]thiazol-4-yl)-6-chloro-8-fluoro-2-(((2R)-2-fluorotetrahydro-1H-pyrrolizin-7a(5H)-yl)methoxy)-quinazolin-4-yl)-1,4-oxazepan-6-ol